5-(((4-((1R,5S)-3,8-Diazabicyclo[3.2.1]octan-3-yl)-7-(7,8-difluoronaphthalen-1-yl)-8-fluoropyrido[4,3-d]pyrimidin-2-yl)oxy)methyl)-2-chloro-4H-furo[3,2-b]pyrrole [C@H]12CN(C[C@H](CC1)N2)C=2C1=C(N=C(N2)OCC2=CC3=C(N2)C=C(O3)Cl)C(=C(N=C1)C1=CC=CC3=CC=C(C(=C13)F)F)F